NC=1C=C(C(=O)O)C=C(C1O)N 3,5-diamino-4-hydroxybenzoic acid